4-Hydroxybiphenyl OC1=CC=C(C=C1)C1=CC=CC=C1